BrC1=CC=C(C=C1)N1C2=CC=CC=C2C=2C=CC=CC12 N-(4-bromo-phenyl)carbazole